ClC1=C(CC2=NC3=C(N2C[C@H]2OCC2)C=C(C=C3)C(=O)O)C=C(C(=C1)C1=NC(=C(C=C1)F)OCC1=C(C=C(C=C1)C#N)F)C (S)-2-(2-chloro-4-(6-((4-cyano-2-fluorobenzyl)oxy)-5-fluoropyridin-2-yl)-5-methylbenzyl)-1-(oxetan-2-ylmethyl)-1H-benzo[d]imidazole-6-carboxylic acid